2-Amino-2-(2-chloro-phenyl)-6-methoxycyclohexanon NC1(C(C(CCC1)OC)=O)C1=C(C=CC=C1)Cl